ClC1=C(C=C(OCC(=O)NC23CC(C2)(C3)C=3OC(=NN3)COC=3C=NC=C(C3)C(F)(F)F)C=C1)F 2-(4-chloro-3-fluorophenoxy)-N-{3-[5-([{5-(trifluoromethyl)pyridin-3-yl}oxy]methyl)-1,3,4-oxadiazol-2-yl]bicyclo[1.1.1]pentan-1-yl}acetamide